2-(3-((tetrahydro-2H-pyran-2-yl)oxy)-Methyl 1-(5-(trifluoromethyl)pyrimidin-2-yl)piperidin-4-yl)acetate O1C(CCCC1)OC1C(N(CCC1CC(=O)[O-])C1=NC=C(C=N1)C(F)(F)F)C